7-benzyl-2-azaspiro[3.5]nonane C(C1=CC=CC=C1)C1CCC2(CNC2)CC1